3-(4-iodophenyl)-1-((2-(isopropylamino)pyridin-4-yl)methyl)-5,5-dimethylimidazolidine-2,4-dione IC1=CC=C(C=C1)N1C(N(C(C1=O)(C)C)CC1=CC(=NC=C1)NC(C)C)=O